C(#N)C1=C(OC2=NC=C(N=C21)CN[C@@H](COC2=NC(=NC(=C2)C2=C(C=CC=C2C)C)NS(=O)(=O)C=2C=C(C(=O)O)C=CC2)CC2(CC2)C)C(C)C 3-[[4-[(2R)-2-[(7-cyano-6-isopropyl-furo[2,3-b]pyrazin-2-yl)methylamino]-3-(1-methylcyclopropyl)propoxy]-6-(2,6-dimethylphenyl)pyrimidin-2-yl]sulfamoyl]benzoic acid